ClC=1C=CC(=C(C1)C=1C=C2CC(C(C2=CC1F)NC(O[C@@H]1CN2CCC1CC2)=O)(C)C)OC (S)-quinuclidin-3-yl (5-(5-chloro-2-methoxyphenyl)-6-fluoro-2,2-dimethyl-2,3-dihydro-1H-inden-1-yl)carbamate